C(=C)(C)N1C(=O)C2C3(C=CC(C2C1=O)C3)CC(C)=C N-isopropenyl-methallylbicyclo[2.2.1]hept-5-ene-2,3-dicarboximide